IC1=COC2=CC(=C(C=C2C1=O)C)C 3-iodo-6,7-dimethyl-chromone